ClC=1C(=C(NC2=NC=NC3=CC(=C(C=C23)NC(C(=C)CO)=O)C#C[C@@]23CN(C[C@H]3C2)C)C=CC1)F N-[4-(3-chloro-2-fluoro-anilino)-7-[2-[(1R,5S)-3-methyl-3-azabicyclo[3.1.0]hexan-1-yl]ethynyl]quinazolin-6-yl]-2-(hydroxymethyl)prop-2-enamide